NC1=C(C=C(C=C1C(=O)N)C#CC1=CC=CC=C1)C1=CC=C(C=C1)S(N)(=O)=O 2-amino-5-(phenylethynyl)-4'-sulfamoylbiphenyl-3-carboxamide